4-(8-amino-3-(1-carbonyl-2,8-diazaspiro[4.5]decan-8-yl)imidazo[1,5-a]pyrazin-1-yl)-N-(pyridin-2-yl)benzamide NC=1C=2N(C=CN1)C(=NC2C2=CC=C(C(=O)NC1=NC=CC=C1)C=C2)N2CCC1(CCNC1=C=O)CC2